3-{[2-(3-ethyladamantan-1-yl)ethyl]amino}propanenitrile C(C)C12CC3(CC(CC(C1)C3)C2)CCNCCC#N